[Br-].C(C1=CC=CC=C1)OCC[N+]12CCC(CC1)(CC2)C(C2=CC=CC=C2)(C2=CC=CC=C2)O 1-[2-(Benzyloxy)ethyl]-4-(hydroxydiphenylmethyl)-1-azoniabicyclo[2.2.2]octane bromide